BrC1=NN(C2=C(C=CC=C12)OC(F)F)C1CCN(CC1)C(=O)OC(C)(C)C tert-butyl 4-[3-bromo-7-(difluoromethoxy)indazol-1-yl]piperidine-1-carboxylate